N-{[2-fluoro-3-methoxy-6-(4-methyl-1,2,3-triazol-1-yl)phenyl]methyl}-1-[(2-isopropyl-3,4-dihydro-1H-isoquinolin-6-yl)methyl]-3-(methoxymethyl)pyrazole-4-carboxamide FC1=C(C(=CC=C1OC)N1N=NC(=C1)C)CNC(=O)C=1C(=NN(C1)CC=1C=C2CCN(CC2=CC1)C(C)C)COC